bis(2-methoxyethyl)1,2-hydrazinedicarboxylic acid COCCN(N(C(=O)O)CCOC)C(=O)O